1-(3-(3-(1H-pyrazol-4-yl)quinoxaline-6-carbonyl)-5-fluorophenyl)-3-(3-chloro-4-fluorophenyl)urea N1N=CC(=C1)C=1C=NC2=CC=C(C=C2N1)C(=O)C=1C=C(C=C(C1)F)NC(=O)NC1=CC(=C(C=C1)F)Cl